1,3-dimethyl-7-(pyrrolidin-1-yl)pyrido[2,3-d]pyrimidine-2,4,5(1H,3H,8H)-trione CN1C(N(C(C2=C1NC(=CC2=O)N2CCCC2)=O)C)=O